C(C)(C)(C)C1=CC=C(C=C1)C(=O)C=1NC=CC1 (4-(tert-butyl)phenyl)(1H-pyrrol-2-yl)methanone